2-methyl-6-(1-methyl-4-(methyl-d3)-1H-1,2,3-triazol-5-yl)-2,4-dihydropyrazolo[3',4':4,5]pyrrolo[3,2-b]pyridine-3-carboxylic acid methyl ester COC(=O)C=1N(N=C2C1NC=1C2=NC=C(C1)C1=C(N=NN1C)C([2H])([2H])[2H])C